C(COCCOCCNCCOCCOCCNCCCCC(=O)O)(=O)O 3,6,12,15-tetraoxa-9,18-diazatricosanedioic acid